tert-butyl 4-[(6-bromo-5-fluoroquinazolin-2-yl)amino]piperidine-1-carboxylate BrC=1C(=C2C=NC(=NC2=CC1)NC1CCN(CC1)C(=O)OC(C)(C)C)F